N-(4-cyano-3-(trifluoromethyl)phenyl)-2-(4-((1-(2-(2,6-dioxopiperidin-3-yl)-1,3-dioxoisoindoline-5-yl)azetidin-3-yl)ethynyl)-1H-pyrazol-1-yl)-2-methylpropionamide C(#N)C1=C(C=C(C=C1)NC(C(C)(C)N1N=CC(=C1)C#CC1CN(C1)C=1C=C2C(N(C(C2=CC1)=O)C1C(NC(CC1)=O)=O)=O)=O)C(F)(F)F